C(#N)CCN1CCN(CC1)CCC(=O)N 3-[4-(2-cyanoethyl)piperazin-1-yl]propanamide